(2R,3R,4S,5R,6S)-2-(acetoxymethyl)-6-((1-(ethyl(methyl)amino)-3-methyl-1-oxobutan-2-yl)thio)-4-(4-(3,4,5-trifluorophenyl)-1H-1,2,3-triazol-1-yl)tetrahydro-2H-pyran-3,5-diyl diacetate C(C)(=O)O[C@H]1[C@H](O[C@H]([C@@H]([C@H]1N1N=NC(=C1)C1=CC(=C(C(=C1)F)F)F)OC(C)=O)SC(C(=O)N(C)CC)C(C)C)COC(C)=O